C1(CCC1)[C@H](CCO)[C@H]1N(C(OC1)(C)C)C(=O)OC(C)(C)C tert-butyl (4R)-4-[(1S)-1-cyclobutyl-3-hydroxy-propyl]-2,2-dimethyl-oxazolidine-3-carboxylate